tert-butyl N-[(2S)-1-[4-(benzylamino)-3-bromothieno[3,2-c]pyridazin-6-yl] propan-2-yl]carbamate C(C1=CC=CC=C1)NC=1C2=C(N=NC1Br)C=C(S2)C[C@H](C)NC(OC(C)(C)C)=O